8-(((1S,3S)-3-aminocyclopentyl)amino)-6,7-dihydrospiro[cyclopenta[d]pyrazolo[1,5-a]pyrimidine-5,1'-cyclopentane]-6-yl benzoate dihydrochloride Cl.Cl.C(C1=CC=CC=C1)(=O)OC1CC=2C(=NC=3N(C2N[C@@H]2C[C@H](CC2)N)N=CC3)C13CCCC3